BrC1=CC=C2C(=CC(NC2=C1)=O)C1=CC=C(C=C1)C(F)(F)F 7-Bromo-4-(4-(trifluoromethyl)phenyl)quinolin-2(1H)-one